maleic acid monomethyl ester COC(\C=C/C(=O)O)=O